ONC(=O)C1=NOC(=C1)CCNC(C1=CC=C(C=C1)OC)=O N-hydroxy-5-(2-(4-methoxybenzamido)ethyl)isoxazole-3-carboxamide